Cl.Cl.N[C@H](CC1=C(C2=NC(=CC(=C2S1)NCC=1OC=CC1)Cl)C)CF 2-[(2R)-2-amino-3-fluoropropyl]-5-chloro-N-[(furan-2-yl)methyl]-3-methylthieno[3,2-b]pyridin-7-amine dihydrochloride